S1C=NC(=C1)[C@@H](C)O |r| (Rac)-1-(1,3-thiazol-4-yl)ethan-1-ol